tert-butyl (R)-4-(3-oxocyclopentane-1-carbonyl)piperazine-1-carboxylate O=C1C[C@@H](CC1)C(=O)N1CCN(CC1)C(=O)OC(C)(C)C